BrC1=C(C=CC(=C1)CNC(=O)OC(C)(C)C)CC(=O)OC methyl 2-(2-bromo-4-(((tert-butoxycarbonyl)amino)methyl)phenyl)acetate